ClC(=O)OC(=O)Cl chlorocarboxylic acid anhydride